C12COCC(N1C=1SC3=C(N1)C=CC(=C3C(=O)NC3=C(C(=CC(=C3)OC)F)C(NC31COC(C3)(C1)C(F)(F)F)=O)OC)C2 2-(3-Oxa-6-azabicyclo[3.1.1]heptan-6-yl)-N-(3-fluoro-5-methoxy-2-((1-(trifluoromethyl)-2-oxabicyclo[2.1.1]hexan-4-yl)carbamoyl)phenyl)-6-methoxybenzo[d]thiazole-7-carboxamide